{4-[1-(2H3)methyl-4-(trifluoromethyl)imidazol-2-yl]phenyl-(2H2)methyl}pyrido[2,3-d]pyrimidin-7-one C(N1C(=NC(=C1)C(F)(F)F)C1=CC=C(C=C1)C([2H])([2H])C=1N=CC=2C(N1)=NC(CC2)=O)([2H])([2H])[2H]